BrC1=C(C=C(CNC(=O)[C@H]2N(CCN(C2)C=2C=3C(N=CN2)=NN(C3)C3=CC(=C(C=C3)C)F)C)C=C1)C (S)-N-(4-bromo-3-methylbenzyl)-4-(2-(3-fluoro-4-methylphenyl)-2H-pyrazolo[3,4-d]pyrimidin-4-yl)-1-methylpiperazine-2-carboxamide